[Ru+2].ClP(C1(C=C(C2=CC=CC=C12)C1=CC=CC=C1)P(C1CCCCC1)(C1CCCCC1)(C1CCCCC1)Cl)(C1CCCCC1)(C1CCCCC1)C1CCCCC1 dichloro-(3-phenyl-1H-indene-1-ylidene)bis(tricyclohexylphosphine) ruthenium (II)